5-(5-fluoro-2-(1-methyl-1H-pyrazol-4-yl)phenyl)-1-methyl-3-methylenepyrrolidin-2-one FC=1C=CC(=C(C1)C1CC(C(N1C)=O)=C)C=1C=NN(C1)C